N-((3R,4S)-4-fluoropyrrolidin-3-yl)-5-(4-(trifluoromethyl)phenyl)pyrido[2,3-d]pyridazin-8-amine F[C@@H]1[C@@H](CNC1)NC=1N=NC(=C2C1N=CC=C2)C2=CC=C(C=C2)C(F)(F)F